ammonium 4-[hydroxy(methyl)phosphono]-DL-homoalanine OOP(=O)(OC)CC[C@H](N)C(=O)O.[NH4+] |r|